CC=1C=C(C=CC1C)C(C(CC(C(C(C(F)(F)F)(F)F)(F)F)(F)F)C1=CC=CC=C1)=O 1-(3,4-dimethylphenyl)-4,4,5,5,6,6,7,7,7-nonafluoro-2-phenylheptan-1-one